Glycolic acid (-)-Glycolate C(CO)(=O)O.C(CO)(=O)O